F[C@@H]1C[C@H](N(C1)C(CC1=CN=NN1)=O)C(=O)N[C@@H](C1=NC=C(C=C1)F)C1=CC(=C(C=C1)C(C)C)F |o1:17| (2S,4R)-4-fluoro-N-[(R) or (S)-[3-fluoro-4-(propan-2-yl)phenyl](5-fluoropyridin-2-yl)methyl]-1-[2-(1H-1,2,3-triazol-5-yl)acetyl]pyrrolidine-2-carboxamide